(3S)-3-(2-fluoro-4-hydroxyphenyl)hex-4-ynoic acid FC1=C(C=CC(=C1)O)[C@@H](CC(=O)O)C#CC